C[C@H]1N(C[C@@H]([C@H]([C@@H]1O)O)O)CCCC1=CC=CC=C1 (2R,3R,4R,5S)-2-methyl-1-(3-phenylpropyl)piperidine-3,4,5-triol